FC=1C(=CC2=C(N=C(S2)C2=C3N=CC(=NC3=CC(=C2)C)OC)C1)OC[C@@H](CC)O (R)-1-((5-fluoro-2-(2-methoxy-7-methylquinoxalin-5-yl)benzo[d]thiazol-6-yl)oxy)butan-2-ol